O=C1C=CC(=NN1C1=CC=CC=C1)C(=O)N[C@H](C)C1=CC(=CC=C1)OC1=CC=CC=C1 6-Oxo-N-[(1R)-1-(3-phenoxyphenyl)ethyl]-1-phenyl-pyridazine-3-carboxamide